CN1N=C2C(CN(C=3C(=CC=CC23)NC2=CC(=NC=C2C(=O)NC([2H])([2H])[2H])NC2=NC=C(C=C2)F)C)=C1 4-((2,5-dimethyl-4,5-dihydro-2H-pyrazolo[4,3-c]quinolin-6-yl)amino)-6-((5-fluoropyridin-2-yl)amino)-N-(methyl-d3)nicotinamide